CC1=C(OC2=C(C=C(C=C2C1=O)C)[C@@H](C)NC1=C(C=CC=C1)C=1OC=CN1)C1=CC=CC=C1 3,6-Dimethyl-8-[(1R)-1-(2-oxazol-2-ylanilino)ethyl]-2-phenyl-chromen-4-one